Cl.CC1(CCNCC1)C1=CC=C(C=C1)C 4-methyl-4-(p-tolyl)piperidine hydrochloride